CC=1C(C2=CC(=CC=C2C1)CC)=O 2-methyl-6-ethyl-1-indenone